C1(CC1)N(C=1N=CC(=NC1)C1=CC(=C(C=C1O)C1=CC(N(C=C1)C)=O)F)[C@@H]1[C@@H]([C@H]2CC[C@@H](C1)N2)F 4-(4-(5-(cyclopropyl((1R,2R,3S,5S)-2-fluoro-8-azabicyclo[3.2.1]octan-3-yl)amino)pyrazin-2-yl)-2-fluoro-5-hydroxyphenyl)-1-methylpyridin-2(1H)-one